5-(1-(3-(4-(4-(2,6-Dioxopiperidin-3-yl)phenyl)-[1,4'-bipiperidin]-1'-yl)propyl)-piperidin-4-yl)-2-((S)-1-(3-ethoxy-4-methoxyphenyl)-2-(methylsulfonyl)ethyl)isoindoline-1,3-dione O=C1NC(CCC1C1=CC=C(C=C1)C1CCN(CC1)C1CCN(CC1)CCCN1CCC(CC1)C=1C=C2C(N(C(C2=CC1)=O)[C@H](CS(=O)(=O)C)C1=CC(=C(C=C1)OC)OCC)=O)=O